COC(=O)[C@H]1CN([C@H](CC1)C)C(CC1=CC(=CC=C1)Br)=O (3R,6S)-1-(2-(3-bromophenyl)acetyl)-6-methylpiperidine-3-carboxylic acid methyl ester